ClC=1NC(=NN1)C=1C(=CC(=C(C1)NC(=O)C=1C=NN2C1C=CC=C2)C)F N-[5-(5-Chloro-4H-1,2,4-triazol-3-yl)-4-fluoro-2-methylphenyl]pyrazolo[1,5-a]pyridine-3-carboxamide